tert-butyl 3-(2-(2-(dimethylamino)ethoxy)ethoxy)propanoate CN(CCOCCOCCC(=O)OC(C)(C)C)C